CN1N=C(C(=C1)C=1C=C(C=CC1)NCC1CN(CC1)C#N)C 3-(((3-(1,3-Dimethyl-1H-pyrazol-4-yl)phenyl)amino)methyl)pyrrolidin-1-carbonitril